1-((5-Acetyl-4,5,6,7-tetrahydro-1H-pyrazolo[4,3-c]pyridin-3-yl)methyl)-3-(3-chloro-4-fluorophenyl)-1-(4-methoxyphenyl)urea C(C)(=O)N1CC2=C(CC1)NN=C2CN(C(=O)NC2=CC(=C(C=C2)F)Cl)C2=CC=C(C=C2)OC